1-naphthaldehyde-8-d1 C1(=CC=CC2=CC=CC(=C12)[2H])C=O